N-((6-(1-(difluoromethyl)-1H-pyrazol-3-yl)-4-(4-fluorophenyl)pyridin-2-yl)methyl)acrylamide FC(N1N=C(C=C1)C1=CC(=CC(=N1)CNC(C=C)=O)C1=CC=C(C=C1)F)F